C(C)OC(=O)C1=C(N=CS1)N=C=S.FC1=CC2=C(C=C3N2C(=NN(C3=O)CC(=O)NC3CC(C3)(C)O)C(C)C)S1 2-(2-fluoro-5-isopropyl-8-oxothieno[2',3':4,5]pyrrolo[1,2-d][1,2,4]triazin-7(8H)-yl)-N-((1r,3r)-3-hydroxy-3-methylcyclobutyl)acetamide ethyl-4-isothiocyanatothiazole-5-carboxylate